FC(C(=O)O)(F)F.ONC(CNCC1=NC2=C(C=CC=C2C=C1)NS(=O)(=O)C1=CC=C(C=C1)C(F)(F)F)=O N-hydroxy-2-(((8-((4-(trifluoromethyl)phenyl)sulfonamido)quinolin-2-yl)methyl)amino)acetamide trifluoroacetate